FC=1C=C(C=CC1F)N1[C@@H]([C@H]2C([C@H]2C1=O)(C)C)C=O (1R,2S,5S)-3-(3,4-difluorophenyl)-6,6-dimethyl-4-oxo-3-azabicyclo[3.1.0]hexane-2-formaldehyde